3-(((2-(4-(2-hydroxyethyl)piperazin-1-yl)ethyl)amino)methylene)-2,4-dioxo-6-phenylcyclohexane-1-carboxamide OCCN1CCN(CC1)CCNC=C1C(C(C(CC1=O)C1=CC=CC=C1)C(=O)N)=O